C(C)OC=1C=2N(C=C(C1)B(O)O)N=C(N2)CO [8-ethoxy-2-(hydroxymethyl)-[1,2,4]triazolo[1,5-a]pyridin-6-yl]boronic acid